C(C1=CC=CC=C1)ON(C1=C(C=C(C=C1)F)I)C1=CC=C(C=C1)F benzyloxy-4-fluoro-N-(4-fluorophenyl)-2-iodo-aniline